O[C@H](CNC(C1=NC=C(C=C1)NC=1OC(=C(N1)C)C1=CC=C(C=C1)C(F)(F)F)=O)CO (R)-N-(2,3-dihydroxypropyl)-5-((4-methyl-5-(4-(trifluoromethyl)phenyl)oxazol-2-yl)amino)picolinamide